C(C)(C)OCC1=CC=C(C(=C1C(=O)OC(C)(C)C)OCOC)CCB1OC(C(O1)(C)C)(C)C tert-butyl 6-((isopropoxy)methyl)-2-(methoxymethoxy)-3-(2-(4,4,5,5-tetramethyl-1,3,2-dioxaborolan-2-yl)ethyl)benzoate